C1(=CC=CC=C1)CCO β-phenyl-ethyl alcohol